ClC=1C(=CC(=C(C1)N(C(=O)[C@H]1N(C([C@]([C@H]1O)(C)O)=C=O)C1=NC(=CC(=C1)C(F)(F)F)C)C([2H])([2H])[2H])F)F (2S,3S,4S)-N-(5-chloro-2,4-difluorophenyl)-3,4-Dihydroxy-4-methyl-N-(methyl-d3)-1-(6-methyl-4-(trifluoromethyl)pyridin-2-yl)-5-carbonylpyrrolidine-2-carboxamide